ClC=1C(=C(C=CC1OC1=CC2=C(N(C=N2)C)C=C1)NC1=NC=NC=C1C#CC1(CC1)NC(C#CC)=O)F N-(1-((4-((3-chloro-2-fluoro-4-((1-methyl-1H-benzo[d]imidazol-5-yl)oxy)phenyl)amino)pyrimidin-5-yl)ethynyl)cyclopropyl)but-2-ynamide